ClC=1C=CC(=C(C1)O)C1=NN=C(C=2N1C=CC2)N[C@H]2CN(CCC2)CC (R)-5-chloro-2-(1-((1-ethylpiperidin-3-yl)amino)pyrrolo[1,2-d][1,2,4]triazin-4-yl)phenol